[2-(5-chloro-1H-indol-3-yl)ethyl]dimethyl(propan-2-yl)azanium iodide [I-].ClC=1C=C2C(=CNC2=CC1)CC[N+](C(C)C)(C)C